N-[3-(dimethylamino)propyl]-7-[4-fluoro-2-[(1R,2R)-2-hydroxycyclohexyloxy]anilino]thiazolo[5,4-d]pyrimidine-2-carboxamide CN(CCCNC(=O)C=1SC=2N=CN=C(C2N1)NC1=C(C=C(C=C1)F)O[C@H]1[C@@H](CCCC1)O)C